C1=CC=CC=2C3=CC=CC=C3C(C12)COC(=O)N([C@@H](C(=O)O)CC1=CC(=CC=C1)C(=O)OC(C)(C)C)C (R)-2-((((9H-fluoren-9-yl)methoxy)carbonyl)(methyl)amino)-3-(3-(tert-butoxycarbonyl)phenyl)propanoic acid